ClC=1C=C(C=CC1C)N1N=CC(=C1)[C@H](C(=O)NC1=CC(=NN1)C1CC1)C (R)-2-(1-(3-chloro-4-methylphenyl)-1H-pyrazol-4-yl)-N-(3-cyclopropyl-1H-pyrazol-5-yl)propanamide